NC1=CC(=C(C=C1)C=1N(C2=C(N1)C(N(C21C(NC2=CC(=CC=C21)Cl)=O)C2=CC(=CC(=C2)F)Cl)=O)C(C)C)OC 2'-(4-amino-2-methoxyphenyl)-6-chloro-5'-(3-chloro-5-fluorophenyl)-3'-isopropyl-3'H-spiro[indoline-3,4'-pyrrolo[3,4-d]imidazole]-2,6'(5'H)-dione